C(C)(C)OC1=CC(=NC=C1)C1=NSC(=N1)NC1=NC=CC=C1S(=O)(=O)N(C)C 2-((3-(4-isopropoxypyridin-2-yl)-1,2,4-thiadiazol-5-yl)amino)-N,N-dimethylpyridine-3-sulfonamide